Cl.NC/C(/CN1N=C2C(C(N(CC2)C(C)C)=O)=C1)=C\F (E)-2-(2-(aminomethyl)-3-fluoroallyl)-5-isopropyl-2,5,6,7-tetrahydro-4H-pyrazolo[4,3-c]pyridin-4-one hydrochloride